2-phenyl-2-(4-(trifluoromethyl)pyridin-2-yl)acetamide C1(=CC=CC=C1)C(C(=O)N)C1=NC=CC(=C1)C(F)(F)F